CC1(CN([C@@H]2CCCC[C@@H]2N1)C1=C(C(=C(OC(CO)(F)F)C=C1)C)F)C 2-(4-((4aS,8aR)-3,3-dimethyloctahydroquinoxalin-1(2H)-yl)-3-fluoro-2-methylphenoxy)-2,2-difluoroethan-1-ol